C/C(/C(=O)N)=C\C=1SC(=CC1)C1=CC(=C(C=C1)C#N)F (E)-2-methyl-3-(5-(3-fluoro-4-cyanophenyl)thiophen-2-yl)acrylamide